ClC1=CC(=C(C=C1)C=1C2=C(N=C(N1)[C@H]1C[C@H](OCC1)C=1C=NN(C1)C)N=C(C(=C2)C)C)F 4-(4-chloro-2-fluorophenyl)-6,7-dimethyl-2-((2s,4r)-2-(1-methyl-1H-pyrazol-4-yl)tetrahydro-2H-pyran-4-yl)pyrido[2,3-d]pyrimidine